N-(3-(4-(1-oxo-1,2,3,4-tetrahydroisoquinolin-6-yl)-3-(trifluoromethyl)-1H-pyrazol-1-yl)phenyl)ethenesulfonamide O=C1NCCC2=CC(=CC=C12)C=1C(=NN(C1)C=1C=C(C=CC1)NS(=O)(=O)C=C)C(F)(F)F